C(N)(OC1C(N(C1)C(=O)C12CN(CC2(C1)C(F)(F)F)C1=C2C=CC=NC2=C(C=C1)C#N)C(C)(C)C)=O tert-butyl(1-(3-(8-cyanoquinolin-5-yl)-5-(trifluoromethyl)-3-azabicyclo[3.1.0]hexane-1-carbonyl) azetidin-3-yl) carbamate